butyl [2-(4,4,5,5-tetramethyl-1,3,2-dioxaborolan-2-yl)prop-2-en-1-yl]carbamate CC1(OB(OC1(C)C)C(CNC(OCCCC)=O)=C)C